C(C)N(CCCNC(=O)C1=CC2=C(N3C(S2)=NC(=C3)C3=CC(=CC=C3)C(C)C)C=C1)CC N-(3-(diethylamino)propyl)-2-(3-isopropylphenyl)benzo[d]imidazo[2,1-b]thiazole-7-carboxamide